BrC1=CC(=CC=C1)C1=CC=CC=C1 4-bromo-2,2'-biphenyl